(R)-N-{{(S)-1-[1-(difluoromethyl)cyclopropyl]-1H-1,2,3-triazol-4-yl}(2-methyl-1-oxo-1,2-dihydroisoquinolin-5-yl)methyl}-2-methylpropane-2-sulfonamide FC(C1(CC1)N1N=NC(=C1)[C@H](NS(=O)(=O)C(C)(C)C)C1=C2C=CN(C(C2=CC=C1)=O)C)F